1-(4-(1-amino-8-(4-aminophenyl)pyrrolo[1,2-a]pyrazin-6-yl)piperidin-1-yl)-2-methylpropan-1-one NC=1C=2N(C=CN1)C(=CC2C2=CC=C(C=C2)N)C2CCN(CC2)C(C(C)C)=O